1-ethyl-N-[3-fluoro-4-(7-methoxyquinolin-4-yl)oxyphenyl]-5-(4-fluorophenyl)-6-methyl-4-oxopyridine-3-carboxamide C(C)N1C=C(C(C(=C1C)C1=CC=C(C=C1)F)=O)C(=O)NC1=CC(=C(C=C1)OC1=CC=NC2=CC(=CC=C12)OC)F